ClC1=CC(=NC(=N1)N(C)C)N(C)C 6-chloro-N2,N2,N4,N4-tetramethylpyrimidine-2,4-diamine